(methyl-sulfonyl)nicotinic acid CS(=O)(=O)C1=C(C(=O)O)C=CC=N1